4-aminocyclohexanethanol NC1CCC(CC1)CCO